FC(C=1C(N(N=CC1)COCC[Si](C)(C)C)=O)(F)F 4-(trifluoromethyl)-2-[[2-(trimethyl-silyl)ethoxy]methyl]-2,3-dihydropyridazin-3-one